tert-butyl (R)-(6-(1-(2-cyano-1-cyclopentylethyl)-1H-pyrazol-4-yl)-5-(2,2-dimethoxyethyl)pyrimidin-4-yl)carbamate C(#N)C[C@H](C1CCCC1)N1N=CC(=C1)C1=C(C(=NC=N1)NC(OC(C)(C)C)=O)CC(OC)OC